BrC=1C(=C2CCC3(C2=CC1)SCCS3)F 5'-bromo-4'-fluoro-spiro[1,3-dithiolane-2,1'-indane]